2-chloromethyl-6-ethylthieno[3,2-b]pyridin ClCC1=CC2=NC=C(C=C2S1)CC